N1,N1-di([1,1'-biphenyl]-4-yl)-2-chloro-N3,N3-diphenylbenzene-1,3-diamine C1(=CC=C(C=C1)N(C1=C(C(=CC=C1)N(C1=CC=CC=C1)C1=CC=CC=C1)Cl)C1=CC=C(C=C1)C1=CC=CC=C1)C1=CC=CC=C1